(2-(bromomethoxy)ethyl)trimethylsilane BrCOCC[Si](C)(C)C